6-(3,7,9-tris(benzyloxy)-6-oxo-6H-benzo[c]chromen-1-yl)hex-5-enoic acid C(C1=CC=CC=C1)OC1=CC(=C2C3=C(C(OC2=C1)=O)C(=CC(=C3)OCC3=CC=CC=C3)OCC3=CC=CC=C3)C=CCCCC(=O)O